C(C)(C)(C)[C@@H]1CC=2C=C3C(=NC2CC1)SC(=N3)C(=O)N[C@H](CC[NH+]3CCC(CC3)O)C3=CC=C(C=C3)N3C=NC=C3 |r| rac-(7S)-7-tert-butyl-N-[rac-(1R)-3-(4-hydroxypiperidin-1-ium-1-yl)-1-(4-imidazol-1-ylphenyl)propyl]-5,6,7,8-tetrahydrothiazolo[5,4-b]quinoline-2-carboxamide